gold-silver-tin [Sn].[Ag].[Au]